(1R,2R)-N-[8-Amino-6-(4-methylisothiazol-5-yl)cinnolin-3-yl]-2-fluoro-cyclopropanecarboxamide NC=1C=C(C=C2C=C(N=NC12)NC(=O)[C@@H]1[C@@H](C1)F)C1=C(C=NS1)C